2-chloro-3-(1-(cyclopentylmethyl)-1H-pyrazol-4-yl)-6-(trifluoromethyl)pyridine ClC1=NC(=CC=C1C=1C=NN(C1)CC1CCCC1)C(F)(F)F